2-(morpholin-4-yl)-8-(1H-pyrazol-5-yl)-4-(quinolin-5-yl)-1,7-naphthyridine N1(CCOCC1)C1=NC2=C(N=CC=C2C(=C1)C1=C2C=CC=NC2=CC=C1)C1=CC=NN1